N-cyclopropyl-2-hydroxy-oxazole-4-carboxamide C1(CC1)NC(=O)C=1N=C(OC1)O